N-[3-[[(4-amino-2-methyl-phenyl)-methyl-oxo-λ^{6}-sulfenyl]amino]propyl]carbamic acid tert-butyl ester C(C)(C)(C)OC(NCCCN=S(=O)(C)C1=C(C=C(C=C1)N)C)=O